3-[1-[[(4R and S)-chroman-4-yl]amino]-2,2,2-trifluoro-ethyl]-8-(3,5-dichlorophenyl)-N,N-dimethyl-quinolin-4-amine O1CC[C@H](C2=CC=CC=C12)NC(C(F)(F)F)C=1C=NC2=C(C=CC=C2C1N(C)C)C1=CC(=CC(=C1)Cl)Cl |r|